C(C)(C)(C)[Si](C)(C)OC1=CC(=C(C=C1)OC)C(C)(C)C t-butyl-(3-(t-butyl)-4-methoxyphenoxy)dimethylsilane